1-(3-((1-(tert-butyl)-3-(3-hydroxycyclopentyl)-1H-pyrazol-5-yl)amino)-1-methyl-1H-pyrazolo[3,4-b]pyridin-6-yl)ethan-1-one C(C)(C)(C)N1N=C(C=C1NC1=NN(C2=NC(=CC=C21)C(C)=O)C)C2CC(CC2)O